1-methylene-2,4-xylene C=C1C(C=C(C=C1)C)C